OC(CC[C@@H](C)[C@H]1CC[C@H]2[C@@H]3CC[C@@H]4C[C@H](CC[C@@]4([C@H]3CC[C@]12C)C)O)(C)C (3S,5R,8R,9S,10S,13R,14S,17R)-17-((R)-5-hydroxy-5-methylhexan-2-yl)-10,13-dimethylhexadecahydro-1H-cyclopenta[a]phenanthren-3-ol